(3S,5R)-5-(hydroxymethyl)-2-azabicyclo[3.1.0]Hexane-2,3-dicarboxylic acid 2-(tert-butyl) ester 3-ethyl ester C(C)OC(=O)[C@H]1N(C2C[C@]2(C1)CO)C(=O)OC(C)(C)C